3-(4-(4-(6-bromo-1-oxoisoquinolin-2(1H)-yl)but-1-yn-1-yl)-1-oxoisoindolin-2-yl)piperidine-2,6-dione BrC=1C=C2C=CN(C(C2=CC1)=O)CCC#CC1=C2CN(C(C2=CC=C1)=O)C1C(NC(CC1)=O)=O